{4-[5-methyl-3-(trifluoromethyl)pyrazol-1-yl]phenyl-methyl}-6-(1-methylpiperidin-4-yl)pyrido[2,3-d]pyrimidin-7-one CC1=CC(=NN1C1=CC=C(C=C1)CC=1N=CC=2C(N1)=NC(C(C2)C2CCN(CC2)C)=O)C(F)(F)F